3-(trifluoromethyl)-benzaldehyde FC(C=1C=C(C=O)C=CC1)(F)F